5-(2,4-difluorophenoxy)-2,2-dimethyl-1-(4-((3-(methylsulfonyl)phenyl)sulfonyl)-piperazin-1-yl)pentan-1-one FC1=C(OCCCC(C(=O)N2CCN(CC2)S(=O)(=O)C2=CC(=CC=C2)S(=O)(=O)C)(C)C)C=CC(=C1)F